2-(6-(1-methylazetidin-3-yl)pyridazin-3-yl)-5-(2-methylimidazo[1,2-a]pyrazin-6-yl)phenol hydrochloride Cl.CN1CC(C1)C1=CC=C(N=N1)C1=C(C=C(C=C1)C=1N=CC=2N(C1)C=C(N2)C)O